2-((5-(2-(4-chloro-2-fluorophenyl)-2-methylbenzo[d][1,3]dioxan-4-yl)thiophen-2-yl)methyl)-1-(((S)-oxetan-2-yl)methyl)-1H-benzo[d]imidazole-6-carboxylic acid ClC1=CC(=C(C=C1)C1(OC(C2=C(O1)C=CC=C2)C2=CC=C(S2)CC2=NC1=C(N2C[C@H]2OCC2)C=C(C=C1)C(=O)O)C)F